CC1(CNCCOC1)O 6-methyl-1,4-Oxaazepan-6-ol